[V].[V] Vanadium-vanadium